C(C)(C)(C)OC(=O)N1CCC2(CC(C2)CC=2C=NC(=CC2)C2=C3CCNC3=CC=C2)CC1.C(C=C)(=O)OC(C)C 2-acryloyloxypropane Tert-butyl-2-{[6-(2,3-dihydro-1H-indol-4-yl)pyridin-3-yl]methyl}-7-azaspiro[3.5]nonane-7-carboxylate